(S)-N-((2S,4S,5S)-5-(2-(2,6-dimethylphenoxy)acetamido)-4-hydroxy-1,6-diphenylhexane-2-yl)-2-(2-oxotetrahydropyrimidin-1(2H)-yl)-3-(4-(trifluoromethyl)phenyl)propanamide CC1=C(OCC(=O)N[C@H]([C@H](C[C@H](CC2=CC=CC=C2)NC([C@H](CC2=CC=C(C=C2)C(F)(F)F)N2C(NCCC2)=O)=O)O)CC2=CC=CC=C2)C(=CC=C1)C